CC1=NN(C(=C1)C)C=1C=C(C=CC1)C1=CN=C2N1C=CC(=C2)C(=O)O 3-[3-(3,5-dimethyl-1H-pyrazol-1-yl)phenyl]imidazo[1,2-a]pyridine-7-carboxylic acid